4-[(4-Aminophenyl)-[4-[bis(4-aminophenyl)methylidene]cyclohexa-2,5-dien-1-ylidene]methyl]aniline NC1=CC=C(C=C1)C(C1=CC=C(N)C=C1)=C1C=CC(C=C1)=C(C1=CC=C(C=C1)N)C1=CC=C(C=C1)N